(R)-2-bromo-N-(5-fluoropyridin-2-yl)propionamide Br[C@@H](C(=O)NC1=NC=C(C=C1)F)C